COC(N(C1(CC1)C1=CC(=C(C=C1)F)C(F)(F)F)CC1(CC1)N)=O Methyl-((1-aminocyclopropyl)methyl)(1-(4-fluoro-3-(trifluoromethyl)phenyl)cyclopropyl)-Carbamat